5-hydroxy-6-(3-hydroxy-2-(4-((4-((4-(2-hydroxyacetyl)piperazin-1-yl)methyl)phenyl)ethynyl)phenyl)propyl)pyrimidin-4(3H)-one OC=1C(NC=NC1CC(CO)C1=CC=C(C=C1)C#CC1=CC=C(C=C1)CN1CCN(CC1)C(CO)=O)=O